2-butyl-3-(piperidin-4-ylmethyl)-1,3-diazaspiro[4.4]non-1-en-4-one C(CCC)C1=NC2(C(N1CC1CCNCC1)=O)CCCC2